NC1=NC=CC(=C1Cl)OC1=C(C=C(C=C1)NC(=O)C=1C=NN(C1C(F)(F)F)C=1SC=C(N1)C)F N-(4-((2-amino-3-chloropyridin-4-yl)oxy)-3-Fluorophenyl)-1-(4-methylthiazol-2-yl)-5-(trifluoromethyl)-1H-pyrazole-4-carboxamide